The molecule is a hydroxyretinoic glucuronide that is all-trans-4-hydroxyretinoic acid attached to a beta-D-glucuronic acid residue via a glycosidic linkage. It is a hydroxyretinoic glucuronide and a beta-D-glucosiduronic acid. It derives from an all-trans-4-hydroxyretinoic acid. It is a conjugate acid of a 4-(beta-D-glucopyranuronosyloxy)retinoate(2-). CC1=C(C(CCC1O[C@H]2[C@@H]([C@H]([C@@H]([C@H](O2)C(=O)O)O)O)O)(C)C)/C=C/C(=C/C=C/C(=C/C(=O)O)/C)/C